2-(2-(2-(2-(2-(prop-2-yn-1-yloxy)ethoxy)ethoxy)ethoxy)phenyl)acetic acid C(C#C)OCCOCCOCCOC1=C(C=CC=C1)CC(=O)O